4-ethoxycarbonyl-4-(4-fluorobenzyl)-piperidine-1-carboxylic acid tert-butyl ester C(C)(C)(C)OC(=O)N1CCC(CC1)(CC1=CC=C(C=C1)F)C(=O)OCC